C(C)(C)(C)OC(=O)NCCCC(=O)N[C@H]1C[C@H](N(C1)C(=O)OCC1=CC=CC=C1)C(=O)OC (2S,4S)-1-Benzyl 2-methyl 4-(4-((tert-butoxycarbonyl)amino)butanamido)pyrrolidine-1,2-dicarboxylate